FC(C1(CCN(C2(CC2)C1)C(=O)OC(C)(C)C)C(=O)OC)F 4-tert-butyl 7-methyl 7-(difluoromethyl)-4-azaspiro[2.5]octane-4,7-dicarboxylate